(3S,4S)-8-(6-amino-5-((8-chloro-2-methylimidazo[1,2-a]pyridin-7-yl)thio)pyrazin-2-yl)-3-methyl-2-oxa-8-azaspiro[4.5]decan-4-amine NC1=C(N=CC(=N1)N1CCC2([C@@H]([C@@H](OC2)C)N)CC1)SC1=C(C=2N(C=C1)C=C(N2)C)Cl